C(C1=CC=C(C(=O)[O-])C=C1)(=O)[O-].C(CCCCCCCCCCC)(=O)[O-].C(CCCCCCCCCCC)(=O)[O-].C(CCC)[Sn+4]CCCC dibutyltin dilaurate terephthalate